(R)-tert-butyl 4-(5-cyano-2-methoxy-4-nitrophenoxy)-3,3-difluoropiperidine-1-carboxylate C(#N)C=1C(=CC(=C(O[C@H]2C(CN(CC2)C(=O)OC(C)(C)C)(F)F)C1)OC)[N+](=O)[O-]